N[C@@H](CC1=CC(=CC(=C1)F)F)C=1N(C(C2=C(N1)N=C(S2)SC)=O)C=2C=CC(=C1C(=NN(C21)CC(F)(F)F)NS(=O)(=O)C)Cl N-(7-(5-((S)-1-amino-2-(3,5-difluorophenyl)ethyl)-2-(methylthio)-7-oxothiazolo[4,5-d]pyrimidin-6(7H)-yl)-4-chloro-1-(2,2,2-trifluoroethyl)-1H-indazol-3-yl)methanesulfonamide